rac-(R)-3-hydroxy-1-methyl-3-(3-(4-methyl-6-(2-(methylthio)pyrimidin-4-yl)pyridin-2-yl)isoxazol-5-yl)pyrrolidin-2-one O[C@@]1(C(N(CC1)C)=O)C1=CC(=NO1)C1=NC(=CC(=C1)C)C1=NC(=NC=C1)SC |r|